4-(4-Chlorophenoxy)aniline ClC1=CC=C(OC2=CC=C(N)C=C2)C=C1